NC1=NC=2C(=CC=CC2C=2N1C=C(N2)C(=O)N2CC1(CCN(C1)C(C)=O)CC2)F 1-(7-(5-amino-7-fluoroimidazo[1,2-c]quinazoline-2-carbonyl)-2,7-diazaspiro[4.4]nonan-2-yl)ethan-1-one